(3-methoxycyclobutyl)nicotinamide COC1CC(C1)C1=C(C(=O)N)C=CC=N1